C(=C)[SiH2]N([SiH]=O)C=C divinyl-disilazaneAldehyde